N-(t-butoxycarbonyl)-L-homoserine C(C)(C)(C)OC(=O)N[C@@H](CCO)C(=O)O